methyl-N-(4-((2-oxo-2,3-dihydro-1H-benzo[d]imidazol-1-yl)methyl)benzyl)cyclopropanesulfonamide Nickel (0) [Ni].CC1(CC1)S(=O)(=O)NCC1=CC=C(C=C1)CN1C(NC2=C1C=CC=C2)=O